6-(9-chloro-1,10-phenanthrolin-2-yl)-9-methoxybenzofuro[3,2-b]pyridine ClC=1C=CC2=CC=C3C=CC(=NC3=C2N1)C1=CC=C(C2=C1OC=1C2=NC=CC1)OC